N-(5-(5-(9-oxa-3,7-diazabicyclo[3.3.1]non-3-yl)benzo[d]oxazol-2-yl)-8-(methylamino)-2,7-naphthyridin-3-yl)cyclopropanecarboxamide hydrochloride Cl.C12CN(CC(CNC1)O2)C=2C=CC1=C(N=C(O1)C1=C3C=C(N=CC3=C(N=C1)NC)NC(=O)C1CC1)C2